N1=C(N=CC=C1)N1N=CN=C1[C@H](C)N (1S)-1-(2-pyrimidin-2-yl-1,2,4-triazol-3-yl)ethylamine